tert-butyl (2S)-2-[({7-[5-(difluoromethyl)thiophen-3-yl]quinolin-5-yl}oxy)methyl]morpholine-4-carboxylate FC(C1=CC(=CS1)C1=CC(=C2C=CC=NC2=C1)OC[C@@H]1CN(CCO1)C(=O)OC(C)(C)C)F